COC(=O)C=1C(=C2C(=NC1)NC=C2)N[C@H]2CN(CC[C@H]2C)CC2=CC=CC=C2.COC2=CC=C(CN(C1=NC=CC(=N1)NCCOC)CC1=CC=C(C=C1)OC)C=C2 2-(bis(4-methoxybenzyl)amino)-4-((2-methoxyethyl)amino)pyrimidine methyl-4-(((3r,4r)-1-benzyl-4-methylpiperidin-3-yl)amino)-1H-pyrrolo[2,3-b]pyridine-5-carboxylate